P(=O)(O)(O)OCC[C@H]1CC[C@H]2[C@@H]3CCC4=CCCC[C@]4(C)[C@H]3CC[C@]12C 21-(phosphonooxy)-pregn-4-ene